(6aR,8S)-2-(3-chloro-2-hydroxyphenyl)-6a-ethyl-5,6,6a,7,8,9-hexahydropyrrolo[1',2':4,5]pyrazino[2,3-c]pyridazin-8-ol ClC=1C(=C(C=CC1)C=1C=C2C(=NN1)NC[C@@]1(N2C[C@H](C1)O)CC)O